6-(2-((3-(3,5-dichloropyridin-4-yl)-5-(trifluoromethyl)isoxazol-4-yl)methylene)-7-azaspiro[3.5]non-7-yl)-4-(2-methoxyethoxy)quinoline-2-carboxylic acid ClC=1C=NC=C(C1C1=NOC(=C1C=C1CC2(C1)CCN(CC2)C=2C=C1C(=CC(=NC1=CC2)C(=O)O)OCCOC)C(F)(F)F)Cl